6-chloro-4-phenyl-3-[5-(1-propylindazol-5-yl)-4,5-dihydro-1H-pyrazol-3-yl]-1H-quinolin-2-one ClC=1C=C2C(=C(C(NC2=CC1)=O)C1=NNC(C1)C=1C=C2C=NN(C2=CC1)CCC)C1=CC=CC=C1